3-(1-aminoethyl)-N,N-bis(4-methoxybenzyl)pyridin-2-amine hydrochloride Cl.NC(C)C=1C(=NC=CC1)N(CC1=CC=C(C=C1)OC)CC1=CC=C(C=C1)OC